1,2,4-TRIAZOL-3-AMINE N1N=C(N=C1)N